COC1=C(C=CC=C1OC)C(C(=O)O)=C 2,3-dimethoxyphenyl-acrylic acid